CC1(C2=NCN([C@H]3[C@H](OC)[C@H](O)[C@@H](CO)O3)C2=NC=N1)NC 6,N6,2'-O-trimethyl-adenosine